CSCCC(=O)OCC ethyl 3-methylmercaptopropionate